2-(4-formylphenyl)-5-chloro-pyrrolo[1,2-b]pyridazine C(=O)C1=CC=C(C=C1)C=1C=CC=2N(N1)C=CC2Cl